5-{[8-fluoro-6-hydroxy-7-(1,1,4-trioxo-1λ6,2,5-thiadiazolidin-2-yl)naphthalen-2-yl]oxy}-3,3-dimethylpentanenitrile FC=1C(=C(C=C2C=CC(=CC12)OCCC(CC#N)(C)C)O)N1S(NC(C1)=O)(=O)=O